difluoro-chloro-methyl bromide FC(Cl)(F)Br